(1s,5r)-4-(3,4-dihydroxystyryl)-6,6-dimethylbicyclo[3.1.1]hept-3-en-2-one OC=1C=C(C=CC2=CC([C@@H]3C([C@H]2C3)(C)C)=O)C=CC1O